ClC1=NC=CC(=N1)C1=C(N=CS1)C=1C(=C(C=CC1)NS(=O)(=O)N(C)CC)F ({3-[5-(2-chloropyrimidin-4-yl)-1,3-thiazol-4-yl]-2-fluorophenyl}sulfamoyl)(ethyl)methylamine